COC(C1=C(C=C(C=C1)N)OC)=O 4-amino-2-(methoxy)benzoic acid methyl ester